C([C@@H]1[C@H]([C@@H]([C@H]([C@H](O1)O[C@H]2[C@@H]([C@H]([C@@H](O[C@H]2C(=O)[O-])O[C@@H]3[C@H](O[C@@H]([C@@H]([C@H]3O)NS(=O)(=O)[O-])O)COS(=O)(=O)[O-])OS(=O)(=O)[O-])O)[NH3+])O)O)OS(=O)(=O)[O-] The molecule is a carbohydrate acid derivative anion arising from deprotonation of the carboxylic acid and sulfate groups of the repeating units of heparan sulfate alpha-D-glucosaminide 6-sulfate; major species at pH 7.3. It is a carbohydrate acid derivative anion, an ionic polymer and an organic sulfamate oxoanion.